isobutyl (S)-2-amino-3-(3,4-dihydroxyphenyl)-2-methylpropionate N[C@](C(=O)OCC(C)C)(CC1=CC(=C(C=C1)O)O)C